CN(CCCCCCCCCCCCCCCC)C dimethylhexadecyl-Amine